C(C)(C)(C)NS(=O)(=O)C=1C=C(C=CC1C1=CN=C(S1)C1=CC=C(C=C1)NC(=O)OC(C)C)NC(=O)[C@H]1N(CCC1)C(=O)OC(C)(C)C tert-butyl (2S)-2-[[3-(tert-butylsulfamoyl)-4-[2-[4-(isopropoxycarbonylamino)phenyl]thiazol-5-yl]phenyl]carbamoyl]pyrrolidine-1-carboxylate